OC=1C=CC2=C(SC(=C2OC2=CC=C(C=C2)/C=C/C(=O)O)C(=O)C=2SC=CC2C)C1 (E)-3-(4-((6-Hydroxy-2-(3-methylthiophene-2-carbonyl)benzo[b]thiophen-3-yl)oxy)phenyl)acrylic acid